NC=1C(=NC(=CN1)C=1C=NC(=CC1)N1CCN(CC1)C(=O)OC(C)(C)C)C(=O)O 3-amino-6-(6-(4-(tert-butoxycarbonyl)piperazin-1-yl)pyridin-3-yl)pyrazine-2-carboxylic acid